C(C)(C)(C)OC(=O)C=1N=NN(C1)C1=C(C(=C(C=C1)Cl)F)I 1-(4-chloro-3-fluoro-2-iodophenyl)-1H-1,2,3-triazole-4-carboxylic acid tert-butyl ester